ClC1=CC=CC=2C(N=C3N(C12)C1=CC=C(C=C1C3(C)C(C)C)C3CCNCC3)=O chloro-7-isopropyl-7-methyl-9-(piperidin-4-yl)indolo[1,2-a]quinazolin-5(7H)-one